C\C(=C/CCC(C=C)=C)\CCC=C(C)C (6E)-7,11-dimethyl-3-methylidene-dodeca-1,6,10-triene